C1(=CC=CC=C1)CCC[C@H](NC([C@H](CC=1SC=CN1)NC(=O)C1=NC=CN=C1)=O)B(O)O ((R)-4-phenyl-1-((S)-2-(pyrazine-2-carboxamido)-3-(thiazol-2-yl)propanamido)butyl)boronic acid